The molecule is a naphthofuran that is naphtho[2,3-b]furan-4,9-dione substituted by a hydroxy group at position 8 and a 1-hydroxyethyl group at position 2. Isolated from Tabebuia impetiginosa and Kigelia pinnata, it exhibits antineoplastic activity. It has a role as a metabolite and an antineoplastic agent. It is a naphthofuran, a member of phenols, a secondary alcohol and a member of p-quinones. CC(C1=CC2=C(O1)C(=O)C3=C(C2=O)C=CC=C3O)O